COC(=O)C1=CC2=C(N(C(=N2)C2=CC=3C(=NC=CC3)N2CC2CC2)CCS(=O)(=O)C)C(=C1)OC 2-[1-(cyclopropylmethyl)-1H-pyrrolo[2,3-b]pyridin-2-yl]-1-(2-methanesulfonylethyl)-7-methoxy-1H-1,3-benzodiazole-5-carboxylic acid methyl ester